N-hexyl-pyridine bromide salt [Br-].C(CCCCC)N1CC=CC=C1